9-oxo-10-thia-9,10-dihydroanthracene-2-yldi-p-tolylsulfonium O=C1C2=CC=CC=C2SC=2C=CC(=CC12)[S+](C1=CC=C(C=C1)C)C1=CC=C(C=C1)C